1-(3-bromophenyl)-2-((2-chloro-4-methylbenzyl)methylamino)ethanone BrC=1C=C(C=CC1)C(CN(C)CC1=C(C=C(C=C1)C)Cl)=O